C(C)(C)(C)[Si](OC1=CC=C(C=C1)C(=C)C1=CC=C(C=C1)O[Si](C)(C)C(C)(C)C)(C)C 1,1-bis[4-[(tert-butyl)dimethylsiloxy]phenyl]ethylene